C(C)OC(C(C=C(C(F)F)NCC1=CC=CC=C1)=O)=O 4-(benzylamino)-5,5-difluoro-2-oxopent-3-enoic acid ethyl ester